BrC1=C(C=C2C=NN(C2=C1)C)OC=1C=CC(=NC1)N 5-((6-bromo-1-methyl-1H-indazol-5-yl)oxy)pyridin-2-amine